The molecule is a pyrimidine derivative having amino substituents in the 2- and 6-positions, a hydroxy substituent at the 4-position and an N-methylformamido group at the 5-position. It is an aminopyrimidine, a formamidopyrimidine and a hydroxypyrimidine. CN(C=O)C1=C(N=C(NC1=O)N)N